3-{[4-(piperidine-1-sulfonyl)phenyl]methyl}-1-(pyridin-3-ylmethyl)urea N1(CCCCC1)S(=O)(=O)C1=CC=C(C=C1)CNC(NCC=1C=NC=CC1)=O